BrC=1SC(=CC1)C(F)F Bromo-5-(difluoromethyl)thiophene